ClC=1C=C2C(C(=C(OC2=CC1)C(=O)NCCCN(C)C)C(C1=CC=C(C=C1)Cl)=O)=O 6-chloro-3-(4-chlorobenzoyl)-N-(3-(dimethylamino)propyl)-4-oxo-4H-chromene-2-carboxamide